[Na+].OCCOC(=O)C1=CC2=C(NC(=N2)CCP([O-])(=O)C2=CC=CC=C2)C=C1 2-(5-hydroxyethoxycarbonyl-1H-benzimidazol-2-yl)ethyl-phenyl-phosphinic acid sodium salt